2-Phenyl-1,2-benzisothiazol-3(2H)-one 1,1-dioxide C1(=CC=CC=C1)N1S(C2=C(C1=O)C=CC=C2)(=O)=O